C1OC(N2CC3CCCCC3CC21)=O 1,5,5a,6,7,8,9,9a,10,10a-decahydrooxazolo[3,4-b]isoquinolin-3-one